N[C@H]1CS(C2=C(N(C1=O)CC1=CC=C(C=C1)Cl)C=C(C(=C2)F)C=2OC(=NN2)NC2CC(CC2)(F)F)(=O)=O (3R)-3-amino-5-[(4-chlorophenyl)methyl]-7-[5-[(3,3-difluorocyclopentyl)amino]-1,3,4-oxadiazol-2-yl]-8-fluoro-1,1-dioxo-2,3-dihydro-1λ6,5-benzothiazepin-4-one